ClC1=CC(=C(C=C1)C(C(N1CC2(C3=CC=C(C=C13)OC(F)(F)F)CCC2)=O)NC=2C=C(C=C(C2)OC)C(C)=NOCCC(=O)O)OC 3-(((1-(3-((1-(4-chloro-2-methoxyphenyl)-2-oxo-2-(6'-(trifluoromethoxy)spiro[cyclobutane-1,3'-indolin]-1'-yl)ethyl)amino)-5-methoxyphenyl)ethylidene)amino)oxy)propanoic acid